11-(3-(4-isopropylpiperazin-1-yl)propyl)-8-methoxy-11H-indolo[3,2-c]isoquinoline C(C)(C)N1CCN(CC1)CCCN1C2=CC=C(C=C2C=2N=CC3=CC=CC=C3C21)OC